Cl.Cl.N(=NC(CN1C=NCC1)C)C(CN1C=NCC1)C 2'-[azobis(1-methylethylene)]Bis[4,5-dihydro-1H-imidazole] Dihydrochloride